tert-butyl-3-[4-[2-[1H-benzimidazol-2-yl-[5-fluoro-2-(methoxymethoxy)phenyl]methyl]-3-oxo-isoindolin-5-yl]phenyl]azetidine-1-carboxylic acid tert-butyl ester C(C)(C)(C)OC(=O)N1C(C(C1)C1=CC=C(C=C1)C=1C=C2C(N(CC2=CC1)C(C1=C(C=CC(=C1)F)OCOC)C1=NC2=C(N1)C=CC=C2)=O)C(C)(C)C